O.O.O.O.[Co](F)F cobaltous fluoride tetrahydrate